7-(3-hydroxy-8-fluoronaphthyl)-6-fluoro-2,4-dichloro-1,8-naphthyridine OC=1C=C(C2=C(C=CC=C2C1)F)C1=C(C=C2C(=CC(=NC2=N1)Cl)Cl)F